(1R,2R)-4-((E)-benzylidene)-2,7-dihydroxy-1,5-dimethyl-1-phenyl-1,2,3,4,4a,5-hexahydrodipyrido[1,2-b:2',1'-f][1,2,4]triazine-6,8-dione C(/C1=CC=CC=C1)=C\1/C[C@H]([C@](N2N3C(C(N(C21)C)=O)=C(C(C=C3)=O)O)(C3=CC=CC=C3)C)O